(1s,4s)-4-(8-(2,4-dichloro-6-fluorophenylamino)-2-(oxepan-4-ylamino)-9H-purin-9-yl)cyclohexanecarboxamide ClC1=C(C(=CC(=C1)Cl)F)NC=1N(C2=NC(=NC=C2N1)N[C@@H]1CCOCCC1)C1CCC(CC1)C(=O)N